(R)-N-(4-(chlorodifluoromethoxy)phenyl)-5-((4-chloropyridin-3-yl)amino)-6-(3-hydroxypyrrolidin-1-yl)nicotinamide ClC(OC1=CC=C(C=C1)NC(C1=CN=C(C(=C1)NC=1C=NC=CC1Cl)N1C[C@@H](CC1)O)=O)(F)F